ClC1=C(N=C(NC1=O)C1=CC(=NC=C1)F)N([C@H]1CNCCC1)C 5-chloro-2-(2-fluoro-4-pyridinyl)-4-[methyl-[(3R)-3-piperidinyl]amino]-1H-pyrimidin-6-one